CN1[C@@H](CN(C2=C(C=CC=C12)C)S(=O)(=O)C1=C(C=CC(=C1)C=1C=NN(C1)C)C)C (2R)-1,2,5-trimethyl-4-[2-methyl-5-(1-methylpyrazol-4-yl)phenyl]sulfonyl-2,3-dihydroquinoxaline